OCC1=CC=C(CN2C(C=CC=C2)=O)C=C1 1-(4-Hydroxymethyl-benzyl)-1H-pyridin-2-one